ClC=1C=C(C=CC1)C(C=1NC=C(N1)SCC1=CC=C(C=C1)OC)OC1CCC(CC1)(F)F 2-((3-chlorophenyl)((4,4-difluorocyclohexyl)oxy)methyl)-4-((4-methoxybenzyl)thio)-1H-imidazole